Methyl 3-{[4-methyl-5-(trans-4-{[trans-4-(2-oxa-6-azaspiro[3.3]hept-6-yl)cyclohexyl]-1H-pyrazol-4-yl}cyclohexyl)-4H-1,2,4-triazol-3-yl]methoxy}benzoate CN1C(=NN=C1[C@@H]1CC[C@H](CC1)C=1C=NN(C1)[C@@H]1CC[C@H](CC1)N1CC2(COC2)C1)COC=1C=C(C(=O)OC)C=CC1